tert-butyl N-[3-(4-cyano-2,3-dimethyl-phenoxy)-2,2,4,4-tetramethyl-cyclobutyl]carbamate C(#N)C1=C(C(=C(OC2C(C(C2(C)C)NC(OC(C)(C)C)=O)(C)C)C=C1)C)C